2-[6-[3-(Difluoromethyl)-4-fluoro-phenyl]pyrazolo[4,3-b]pyridin-1-yl]-1-(3,3-dimethylazetidin-1-yl)ethanone FC(C=1C=C(C=CC1F)C=1C=C2C(=NC1)C=NN2CC(=O)N2CC(C2)(C)C)F